CC1(O[C@H]2[C@@H](O1)[C@@H](C[C@@H]2OC2=C(C#N)C=CC=C2)N2C=CC1=C2N=CN=C1C)C 2-(((3aR,4S,6R,6aS)-2,2-dimethyl-6-(4-methyl-7H-pyrrolo[2,3-d]pyrimidin-7-yl)tetrahydro-4H-cyclopenta[d][1,3]dioxol-4-yl)oxy)benzonitrile